Ethyl-2-NaphthylEther C(C)OC1=CC2=CC=CC=C2C=C1